N-[{8-(4-chlorophenoxy)-3-hydroxychroman-5-yl}methyl]acrylamide ClC1=CC=C(OC=2C=CC(=C3CC(COC23)O)CNC(C=C)=O)C=C1